ClC1=C2C=C(NC2=CC=C1)C(=O)N1CC2(CC1C(=O)O)CCCCC2 2-(4-chloro-1H-indole-2-carbonyl)-2-azaspiro[4.5]decane-3-carboxylic acid